(3aR,5s,6aS)-2-((1H-indol-5-yl)methyl)-N-(6-(cyclohexylsulfonyl)pyridazin-3-yl)octahydrocyclopenta[c]pyrrol-5-amine N1C=CC2=CC(=CC=C12)CN1C[C@@H]2[C@H](C1)CC(C2)NC=2N=NC(=CC2)S(=O)(=O)C2CCCCC2